(S)-ethyl((R)-5-fluoro-2-methyl-1-((R)-5-(pyridin-2-yl)-2,3-dihydro-1H-indene-2-carbonyl)indolin-6-yl)(imino)-λ6-sulfanone C(C)[S@@](=O)(=N)C1=C(C=C2C[C@H](N(C2=C1)C(=O)[C@@H]1CC2=CC=C(C=C2C1)C1=NC=CC=C1)C)F